C1(C=CC=C1)=O cyclopentadienone